C(C)(C)(C)C=1C=C(CC2=C(C=C(C=C2C)C)C)C=C(C1O)C(C)(C)C (3',5'-di-tert-butyl-4'-hydroxybenzyl)mesitylene